C(C1=CC=CC=C1)OC=1C=C(C2=CC=CC=C2C1)N1CC=2N=C(N=C(C2CC1)N1CC2CCC(C1)N2)OC[C@H]2N(CCC2)CCCCC(=O)OCC 3-(7-(3-(benzyloxy)naphthalen-1-yl)-2-(((S)-1-(5-ethoxy-5-oxopentyl)pyrrolidine-2-yl)methoxy)-5,6,7,8-tetrahydropyrido[3,4-d]pyrimidin-4-yl)-3,8-diazabicyclo[3.2.1]octane